((4'-(tert-butyl)-3-fluoro-[1,1'-biphenyl]-4-yl)oxy)-1H-1,2,3-triazole-4-carboxylic acid C(C)(C)(C)C1=CC=C(C=C1)C1=CC(=C(C=C1)ON1N=NC(=C1)C(=O)O)F